C(C)OC(CCCC(C)=C1OC(C2=CC=C(C=C12)Br)=O)=O.O=C(CCCC(C)C1=NNC(C2=CC=C(C=C12)C#CC)=O)N1CCN(CC1)C1=NC=C(C=N1)C(F)(F)F 4-(6-Oxo-6-(4-(5-(trifluoromethyl)pyrimidin-2-yl)piperazin-1-yl)hexan-2-yl)-6-(prop-1-yn-1-yl)phthalazin-1(2H)-one Ethyl-5-(6-bromo-3-oxoisobenzofuran-1(3H)-ylidene)hexanoate